tert-butyl-((3-bromo-2-nitrophenyl) amino) piperidine-1-carboxylate N1(CCCCC1)C(=O)ON(C1=C(C(=CC=C1)Br)[N+](=O)[O-])C(C)(C)C